CC=1C(=CC(=NC1)C#N)NC1=NC=C2C(=N1)N(N=C2C)C2CCOCC2 5-methyl-4-((3-methyl-1-(tetrahydro-2H-pyran-4-yl)-1H-pyrazolo[3,4-d]pyrimidin-6-yl)amino)picolinonitrile